tris-(hydroxymethyl)-methyl-ammonium OC[N+](C)(CO)CO